[Cu+].C(C)(C)(C)C1=NC=CC=N1 tertiary butyl-pyrimidine copper (I)